CC1=NC(=CC(=C1)C1=C(C=CC=C1)C1=C(C(=NC(=C1N1C2=CC=CC=C2C=2C=C3C(=CC12)C=CC=C3)N3C1=CC=CC=C1C=1C=C2C(=CC31)C=CC=C2)N2C3=CC=CC=C3C=3C=C1C(=CC23)C=CC=C1)N1C2=CC=CC=C2C=2C=C3C(=CC12)C=CC=C3)C 5,5',5'',5'''-(4-(2-(2,6-dimethylpyridin-4-yl)phenyl)pyridine-2,3,5,6-tetrayl)tetrakis(5H-benzo[b]carbazole)